3-(3,5-di-tert-butyl-4-hydroxyphenyl)hexanoyl chloride C(C)(C)(C)C=1C=C(C=C(C1O)C(C)(C)C)C(CC(=O)Cl)CCC